2-chloro-9-((1s,4s)-4-hydroxy-4-methylcyclohexyl)-7,9-dihydro-8H-purin-8-one ClC1=NC=C2NC(N(C2=N1)C1CCC(CC1)(C)O)=O